5-[2-hydroxy-3-(isopropylamino)-propoxy]-2-methyl-1-(methylphenyl)indole-3-carboxylic acid ethyl ester C(C)OC(=O)C1=C(N(C2=CC=C(C=C12)OCC(CNC(C)C)O)C1=C(C=CC=C1)C)C